(R)-ethyl 5-(trifluoromethyl)-4,5,6,7-tetrahydro-1H-indazole-3-carboxylate FC([C@H]1CC=2C(=NNC2CC1)C(=O)OCC)(F)F